CC=1C=CC=2N(C3=CC=C(C=C3C2C1)C)C1=C(C(=C(C(=C1N1C2=CC=C(C=C2C=2C=C(C=CC12)C)C)C1=CC=NC=C1)N1C2=CC=C(C=C2C=2C=C(C=CC12)C)C)N1C2=CC=C(C=C2C=2C=C(C=CC12)C)C)C=1OC2=C(N1)C=CC=C2 2-(2,3,5,6-tetrakis(3,6-dimethyl-9H-carbazol-9-yl)-4-(pyridin-4-yl)phenyl)benzo[d]oxazole